3,9-dihydroxy-8-((3-methoxyazetidin-1-yl)methyl)benzo[5,6]oxazepin OC1=NOC2=C(C=C1)C=CC(=C2O)CN2CC(C2)OC